2,4,4-trimethylpentoxyphenoxyacetate CC(COC(C(=O)[O-])OC1=CC=CC=C1)CC(C)(C)C